N1-(2-(tert-butyl)phenyl)-N2-((S)-4,4-dimethyl-1-oxo-1-(((S)-3-oxo-1-((S)-2-oxopyrrolidin-3-yl)-4-(trifluoromethoxy)butan-2-yl)amino)pentan-2-yl)oxalamide C(C)(C)(C)C1=C(C=CC=C1)NC(C(=O)N[C@H](C(N[C@@H](C[C@H]1C(NCC1)=O)C(COC(F)(F)F)=O)=O)CC(C)(C)C)=O